2',2-dihydroxychalcone OC1=C(C(/C=C/C2=C(C=CC=C2)O)=O)C=CC=C1